tert-butyl (8-(2-(2,6-dioxopiperidin-3-yl)-1-oxoisoindolin-4-yl)oct-7-yn-1-yl)(methyl)carbamate O=C1NC(CCC1N1C(C2=CC=CC(=C2C1)C#CCCCCCCN(C(OC(C)(C)C)=O)C)=O)=O